6-glycylcarbamoyl-adenosine NCC(=O)NC(=O)C1(C2=NCN([C@H]3[C@H](O)[C@H](O)[C@@H](CO)O3)C2=NC=N1)N